N1=NC(=CC=C1)C1CCCCCCCCCC1 pyridazinylcycloundecane